1-(methanesulfonyl)-2'-(quinolin-3-yl)-5',6'-dihydrospiro[azetidine-3,4'-pyrrolo[1,2-b]pyrazole] CS(=O)(=O)N1CC2(CCN3N=C(C=C32)C=3C=NC2=CC=CC=C2C3)C1